FC(C=1C=C(C=C(C1)C(F)(F)F)C=1C=CC=C2C=C(CC12)C)(F)F 7-(3,5-bis(trifluoromethyl)phenyl)-2-methyl-1H-indene